N-(3-chlorophenyl)-2-(3-(4-methoxyphenyl)-6-oxopyridazin-1(6H)-yl)acetamide ClC=1C=C(C=CC1)NC(CN1N=C(C=CC1=O)C1=CC=C(C=C1)OC)=O